CS(=O)(=O)N1CCN(CC1)C(CN1C(=CC2=CC=CC=C12)C#N)C 1-(2-(4-(methylsulfonyl)piperazin-1-yl)propyl)-1H-indole-2-carbonitrile